5-chloro-4-methyl-1-bromobenzene ClC=1C(=CC=C(C1)Br)C